FC1=CC=2C(=NC=3N(C2N=C1)C(=NN3)C)N3CCCC1=C(C=CC=C31)C#CC(C#N)(C)C 4-(1-(3-fluoro-9-methylpyrido[3,2-e][1,2,4]triazolo[4,3-a]pyrimidin-5-yl)-1,2,3,4-tetrahydroquinolin-5-yl)-2,2-dimethylbut-3-ynenitrile